N[C@@H]1COCC[C@H]1C1=C(C=2N=C(N=C(C2S1)NCC=1OC=CC1)Cl)C#C[Si](C)(C)C 6-((3S,4R)-3-aminotetrahydro-2H-pyran-4-yl)-2-chloro-N-(furan-2-ylmethyl)-7-((trimethylsilyl)ethynyl)thieno[3,2-d]pyrimidin-4-amine